NCC=1C=C2C=CC3=C(N(C(N3C3CNCCC3)=C=O)C)C2=CC1 3-(7-(aminomethyl)-1-methyl-2-carbonyl-1,2-dihydro-3H-naphtho[1,2-d]imidazol-3-yl)piperidine